4-(4-((2,4-difluorophenyl)sulfonyl)piperidin-1-yl)-6-methylpyridin-3-amine FC1=C(C=CC(=C1)F)S(=O)(=O)C1CCN(CC1)C1=C(C=NC(=C1)C)N